3-diethylaminopropane-1,2-diol C(C)N(CC(CO)O)CC